CCCCCCCCC(CCCCCCCC)OC(=O)OCCCCCCCN(CCCCCC(=O)OCCCCCCCCCCC)CCOCCO undecyl 6-((7-(((heptadecan-9-yloxy)carbonyl)oxy)heptyl)(2-(2-hydroxyethoxy)ethyl)amino)hexanoate